N1,N2,N2-tris(pyridin-2-ylmethyl)ethane-1,2-diamine N1=C(C=CC=C1)CNCCN(CC1=NC=CC=C1)CC1=NC=CC=C1